1-(4-(3-((2-(2,6-dioxopiperidin-3-yl)-1,3-dioxoisoindolin-4-yl)amino)propanamido)benzyl)-N-hydroxy-1H-indole-6-carboxamide O=C1NC(CCC1N1C(C2=CC=CC(=C2C1=O)NCCC(=O)NC1=CC=C(CN2C=CC3=CC=C(C=C23)C(=O)NO)C=C1)=O)=O